3-(Aminomethyl)-3-(pyridin-3-yl)cyclopentan-1-ol NCC1(CC(CC1)O)C=1C=NC=CC1